ClC=1C(=C(C=CC1)NC1=C(NC2=C1C(NCC2)=O)C2=C(C=NC=C2)O[C@@H](C)C2=NC=CC=C2)OC (S)-3-((3-chloro-2-methoxyphenyl)amino)-2-(3-(1-(pyridin-2-yl)ethoxy)pyridin-4-yl)-1,5,6,7-tetrahydro-4H-pyrrolo[3,2-c]pyridin-4-one